2-chloro[1]benzothieno[2,3-d]pyrimidine ClC=1N=CC2=C(N1)SC1=C2C=CC=C1